4,5-dimethoxy-2-cyanophenyl isonitrile COC1=CC(=C(C=C1OC)[N+]#[C-])C#N